7-bromo-3-oxo-isoindoline-4-carbonitrile BrC1=CC=C(C=2C(NCC12)=O)C#N